C(C)[C@]1(C(OCC=2C(N3CC=4N(C5=CC=C(C=C5C(C4C3=CC21)=O)F)[C@H]2CNCCC2)=O)=O)O (S)-4-ethyl-8-fluoro-4-hydroxy-11-((R)-piperidin-3-yl)-1,12-dihydro-14H-pyrano[3',4':6,7]indolizino[2,1-b]quinoline-3,6,14(4H,11H)-trione